3,5-dicyanochlorobenzene C(#N)C=1C=C(C=C(C1)C#N)Cl